(1S,3R)-1-(5-(azetidin-3-ylmethyl)-3-fluorothiophen-2-yl)-2-(3-((tert-butyldiphenylsilyl)oxy)-2,2-difluoropropyl)-3-methyl-2,3,4,9-tetrahydro-1H-pyrido[3,4-b]indole N1CC(C1)CC1=CC(=C(S1)[C@H]1N([C@@H](CC2=C1NC1=CC=CC=C21)C)CC(CO[Si](C2=CC=CC=C2)(C2=CC=CC=C2)C(C)(C)C)(F)F)F